C(#N)[C@@H](C[C@H]1C(NCCC1)=O)NC(=O)[C@H]1N(C[C@H]2[C@@H]1CC(C2)(F)F)C(=O)C=2NC1=C(C=CC(=C1C2)F)C(F)F (1S,3aR,6aS)-N-((R)-1-cyano-2-((S)-2-oxopiperidin-3-yl)ethyl)-2-(4-fluoro-7-difluoromethyl-1H-indole-2-carbonyl)-5,5-difluorooctahydrocyclopenta[c]pyrrole-1-carboxamide